ClC1=C(C=CC=C1)COC=1C=C(C=NC1)C=1C=NN(C1)C1CCN(CC1)C(=O)OC(C)(C)C tert-butyl 4-(4-(5-((2-chlorophenyl)methoxy)pyridin-3-yl)-1H-pyrazol-1-yl)piperidine-1-carboxylate